CC(=O)O[C@H]1[C@H](O[C@H]2[C@@H]1OC(O2)(C)C)[C@H]3COC(O3)(C)C 3-O-acetyl-1,2,5,6-di-O-isopropylidene-α-D-glucofuranose